OCCNCCN=CC=1C2=CC=CC=C2C(=C2C=CC=CC12)C=NCCNCCO 9,10-bis{[2-(2-hydroxyethylamino)ethyl]iminomethyl}anthracene